N1=CC=2C=3C(=CC=CC13)C=CC2C(=O)N Benz[cd]indole-3-carboxamide